(S)-6-((4-((2-hydroxy-1-phenylethyl)amino)-5-(1,3,4-oxadiazol-2-yl)pyrimidin-2-yl)amino)-1-methyl-1,2-dihydro-3H-indazol-3-one OC[C@H](C1=CC=CC=C1)NC1=NC(=NC=C1C=1OC=NN1)NC1=CC=C2C(NN(C2=C1)C)=O